ClC=1N=CC(=NC1)N1CC2N(C(C1)C2)C(=O)OC(C)(C)C tert-butyl 3-(5-chloropyrazin-2-yl)-3,6-diazabicyclo[3.1.1]heptane-6-carboxylate